Cl.COC=1C(=NC=C(C1)C(F)(F)F)N1CCN(CC1)C=O (4-(3-methoxy-5-(trifluoromethyl)pyridin-2-yl)piperazin-1-yl)methanone hydrochloride